4-Penten-1-Ol C(CCC=C)O